amino-2,6-naphthalenedicarboxylic acid NC1=C(C=CC2=CC(=CC=C12)C(=O)O)C(=O)O